C(CCCCCCC)C1=C(C=CC=C1)S(=O)(=O)O.C(CCCCCCC)C1=C(C=CC=C1)S(=O)(=O)O.C(CCCCCCC)C1=C(C=CC=C1)S(=O)(=O)O.NC(=N)NC(=N)N biguanide tris(octylbenzenesulfonate)